5-amino-3-(3-amino-3H-spiro[benzofuran-2,4'-piperidine]-1'-yl)-6-((2-chloro-3-(oxazol-2-yl)phenyl)sulfanyl)pyrazin-2-one NC=1N=C(C(NC1SC1=C(C(=CC=C1)C=1OC=CN1)Cl)=O)N1CCC2(CC1)OC1=C(C2N)C=CC=C1